ClC1=NC(=NC=2N(C(C=NC12)=O)C=1C=NC(=CC1)OC(F)F)NC1CC1 Chloro-2-(cyclopropylamino)-8-(6-(difluoromethoxy)pyridin-3-yl)pteridine-7(8H)-one